6-hydroxy-2-[2-(4-methoxyphenyl)ethyl]chromone 1-[1-(4-chlorophenyl)-cyclobutyl]ethyl-(2S)-2-((3-hydroxy-4-methoxy-pyridine-2-carbonyl)-amino)propanoate ClC1=CC=C(C=C1)C1(CCC1)C(C)OC([C@H](C)NC(=O)C1=NC=CC(=C1O)OC)=O.OC=1C=C2C(C=C(OC2=CC1)CCC1=CC=C(C=C1)OC)=O